tert-butyl 5-(2-bromoacetamido)picolinate tert-Butyl-5-aminopicolinate C(C)(C)(C)OC(C1=NC=C(C=C1)N)=O.BrCC(=O)NC=1C=CC(=NC1)C(=O)OC(C)(C)C